diethylene glycol monostearyl ether diphosphate O(P([O-])(=O)OP(=O)([O-])[O-])CCOCCOCCCCCCCCCCCCCCCCCC